Tert-butyl (R)-(1-(6-bromobenzo[d]oxazol-2-yl)pyrrolidin-3-yl)carbamate BrC1=CC2=C(N=C(O2)N2C[C@@H](CC2)NC(OC(C)(C)C)=O)C=C1